3,5-diphenyl-4-hydroxy-benzoic acid C1(=CC=CC=C1)C=1C=C(C(=O)O)C=C(C1O)C1=CC=CC=C1